CC=1C=NC=CC1O 3-methylpyridin-4-ol